S(=O)(=O)(O)C(C(=O)OCC(C(=O)O)C(=O)O)CC(=O)OCCCCCCCCCCCCCCCCCC.[Na] sodium dicarboxyethyl stearyl sulfosuccinate